ClC1=C(CCl)C(=C(C=C1Cl)Cl)Cl 2,3,5,6-tetrachlorobenzylchloride